CC1=C(C=C(C(=O)NC2=CC(=CC=C2)C(F)(F)F)C=C1)C1CN(CC1)CC=1C=NC=CC1 4-methyl-3-(1-(pyridin-3-ylmethyl)pyrrolidin-3-yl)-N-(3-(trifluoromethyl)phenyl)benzamide